methyl 2-(3-(6-(3-(2-hydroxyphenyl)cinnolin-7-yl)-2,6-diazaspiro[3.3]heptan-2-yl)phenyl)-3-methylbutanoate OC1=C(C=CC=C1)C=1N=NC2=CC(=CC=C2C1)N1CC2(CN(C2)C=2C=C(C=CC2)C(C(=O)OC)C(C)C)C1